C1(CCCCC1)C1=CC(C(C=C1)(NCC)C1(OC(=O)C2=CC=CN=C12)C1=C(N(C2=CC=CC=C12)CC)C)OC 3-(4-cyclohexyl-1-ethylamino-2-methoxyphenyl)-3-(1-ethyl-2-methylindol-3-yl)-4-azaphthalide